1-{3-bromo-5-chlorothieno[3,2-b]pyridin-7-yl}pyrrolidine (S)-ethyl-1-((methoxycarbonyl)-L-valyl)-5-oxopyrrolidine-2-carboxylate C(C)OC(=O)[C@H]1N(C(CC1)=O)C([C@@H](NC(=O)OC)C(C)C)=O.BrC1=CSC=2C1=NC(=CC2N2CCCC2)Cl